BrC1=CC=C(C=C1)C(=O)C1=CC=C(C=C1)N1CCC(CC1)CO (4-bromophenyl)(4-(4-(hydroxymethyl)piperidin-1-yl)phenyl)methanone